NC1=C(SC(=C1C1=C(C(=CC=C1)F)F)Cl)S(=O)(=O)NC(=S)NC 1-[[3-amino-5-chloro-4-(2,3-difluorophenyl)-2-thienyl]sulfonyl]-3-methyl-thiourea